(7R,14R)-11-((1-cyclopropylpiperidin-3-yl)ethynyl)-1-(difluoromethoxy)-6-(methyl-d3)-6,7-dihydro-7,14-methanobenzo[f]benzo[4,5]imidazo[1,2-a][1,4]diazocin-5(14H)-one C1(CC1)N1CC(CCC1)C#CC1=CC2=C(N=C3N2[C@H]2C4=C(C(N([C@@H]3C2)C([2H])([2H])[2H])=O)C=CC=C4OC(F)F)C=C1